COC=1C=C(C#N)C=CC1N1N=CC(=C1)C(C[N+](=O)[O-])=O 3-methoxy-4-[4-(2-nitroacetyl)pyrazol-1-yl]Benzonitrile